Methyl-(6-t-butoxyhexyl)dichlorosilane C[Si](Cl)(Cl)CCCCCCOC(C)(C)C